5-((3-(dimethylcarbamoyl)azetidin-1-yl)methyl)-6-methoxypyridine CN(C(=O)C1CN(C1)CC=1C=CC=NC1OC)C